COC1=C(C=C(C=C1)OC)C1=CC=C(C2=C1N=NS2)C2=C(C=CC(=C2)OC)OC 4,7-di(2,5-dimethoxyphenyl)-benzothiadiazole